S1C(=NC2=C1C=CC=C2)C(=O)NC=2C=C1CCN(C1=CC2)C(=O)OC(C)(C)C tert-butyl 5-(benzo[d]thiazole-2-carboxamido)indoline-1-carboxylate